ClC1=C2C(=NC=NC2=CC=C1NC(\C=C\CN(C)C(C)C)=O)NC1=C(C(=CC=C1)Cl)F (E)-N-(5-chloro-4-((3-chloro-2-fluorophenyl)amino)quinazolin-6-yl)-4-(isopropyl-(methyl)amino)but-2-enamide